N-(3-Fluorobenzyl)-1-(1-(3-methoxynaphthalen-1-yl)ethyl)piperidine-4-carboxamide FC=1C=C(CNC(=O)C2CCN(CC2)C(C)C2=CC(=CC3=CC=CC=C23)OC)C=CC1